FC([C@H]1N(C(CN(C1)C)=C=O)C=1N=C2N(CCOC3=C2C=CC(=C3F)N[C@H](C(=O)N)C)C1)F (S)-2-((2-((S)-2-(difluoromethyl)-4-methyl-6-carbonylpiperazin-1-yl)-8-fluoro-5,6-dihydrobenzo[f]imidazo[1,2-d][1,4]oxazepin-9-yl)amino)propanamide